N-[(3R)-1-ethyl-3-piperidinyl]-6-(1H-indol-6-yl)-5-methyl-1,2,4-triazin-3-amine C(C)N1C[C@@H](CCC1)NC=1N=NC(=C(N1)C)C1=CC=C2C=CNC2=C1